C1(CC1)C1=CC=C(C=C1)C=C 1-cyclopropyl-4-vinylbenzene